OC[C@]1(O[C@H](CN(C1)C(C)C)N1C(NC(C=C1)=O)=O)CO[Si](C(C)C)(C(C)C)C(C)C 1-[(2R,6S)-6-(hydroxymethyl)-4-isopropyl-6-(triisopropylsilyloxymethyl)morpholin-2-yl]pyrimidine-2,4-dione